CCCCCCCCCCCC(=O)OC[C@H](COP(=O)(O)O)O The molecule is a 1-acyl-sn-glycerol 3-phosphate having lauroyl (dodecanoyl) as the 1-O-acyl group. It is a 1-acyl-sn-glycerol 3-phosphate and a dodecanoate ester. It is a conjugate acid of a 1-lauroyl-sn-glycerol 3-phosphate(2-).